(2R,4R,5R)-2-(2-(chloromethyl)allyl)-4-hydroxy-5-methyl-pyrrolidine-1,2-dicarboxylic acid 1-(tert-butyl) 2-methyl ester COC(=O)[C@@]1(N([C@@H]([C@@H](C1)O)C)C(=O)OC(C)(C)C)CC(=C)CCl